C(C1=CC=CC=C1)O[C@H](COCCOC1OCCCC1)C 2-[2-[(2S)-2-benzyloxypropoxy]ethoxy]tetrahydropyran